(3S)-3-(methylsulfonyloxymethyl)pyrrolidine-1-carboxylic acid tert-butyl ester C(C)(C)(C)OC(=O)N1C[C@H](CC1)COS(=O)(=O)C